tungsten-boron [B].[W]